((2S,6S)-6-((4-bromophenoxy)methyl)-2-(iodomethyl)-1,4-dioxan-2-yl)methanol Methyl-5-[1-[[4-(tert-butoxycarbonylamino)tetrahydropyran-4-carbonyl]amino]cyclopropyl]pyridine-2-carboxylate CC=1C(=NC=C(C1)C1(CC1)NC(=O)C1(CCOCC1)NC(=O)OC(C)(C)C)C(=O)OC[C@]1(O[C@@H](COC1)COC1=CC=C(C=C1)Br)CI